COC=1C=C2C(=CNC2=CC1)CCN(CC=C)C N-[2-(5-methoxy-1H-indol-3-yl)ethyl]-N-methylpropan-2-en-1-amine